CC(C(=O)N)(CN1C(=C(C2=CC=CC(=C12)C)C(CCC1=CC=CC=C1)=O)C1=CC=CC=C1)C 2,2-Dimethyl-3-(7-methyl-2-phenyl-3-(3-phenylpropanoyl)-1H-indol-1-yl)propanamide